CC1=C(C(=CC=C1)C)C1=NC(=CC(=N1)NS(=O)(=O)C=1C=NN(C1)C)C1(CC1)C1=CC=CC=C1 N-[2-(2,6-Dimethylphenyl)-6-(1-phenylcyclopropyl)pyrimidin-4-yl]-1-methyl-pyrazole-4-sulfonamide